NC1=NC=2C=CC(=CC2C2=C1C=NN2C)C(=O)N([C@@H]2COC1=C2C=CC(=C1)C=1C=NNC1)C 4-amino-N,1-dimethyl-N-((3S)-6-(1H-pyrazol-4-yl)-2,3-dihydro-1-benzofuran-3-yl)-1H-pyrazolo[4,3-c]quinoline-8-carboxamide